C(C)(C)(C)OC(=O)N[C@H]1C\C=C/C[C@H]2N(C1=O)[C@@H](C[C@H]2O[Si](C)(C)C(C)(C)C)C(=O)OC methyl (1R,3S,6S,10aR,Z)-6-((tert-butoxycarbonyl)amino)-1-((tert-butyldimethylsilyl)oxy)-5-oxo-1,2,3,5,6,7,10,10a-octahydropyrrolo[1,2-a]azocine-3-carboxylate